NCCOC=1C=C2CCNC(C2=CC1)C 6-(2-aminoethoxy)-1-methyl-1,2,3,4-tetrahydroisoquinoline